2,2-difluoro-N-(4-fluoro-3-(trifluoromethyl)phenyl)-6-(5-(5-(hydroxymethyl)-4,5-dihydroisoxazol-3-yl)-2-methoxybenzamido)benzo[d][1,3]dioxole-5-carboxamide FC1(OC2=C(O1)C=C(C(=C2)C(=O)NC2=CC(=C(C=C2)F)C(F)(F)F)NC(C2=C(C=CC(=C2)C2=NOC(C2)CO)OC)=O)F